2-[2-(dimethylaminoethoxy)-8-methyl-4-piperazin-1-yl-6,8-dihydro-5H-pyrido[3,4-d]pyrimidin-7-yl]naphthalen-2-ol bis-trifluoroacetate FC(C(=O)O)(F)F.FC(C(=O)O)(F)F.CN(C)CCOC=1N=C(C2=C(N1)C(N(CC2)C2(CC1=CC=CC=C1C=C2)O)C)N2CCNCC2